CN1NN(CC=C1)C 1,3-dimethyltriazine